N-[(2-chloropyrimidin-4-yl)methyl]-1-(3,5-difluorophenyl)-3-methyl-5-oxopyrrolidine-3-carboxamid ClC1=NC=CC(=N1)CNC(=O)C1(CN(C(C1)=O)C1=CC(=CC(=C1)F)F)C